FC1=CC(=C(C=C1C=1C=NC(=NC1)N1CCOCC1)NC(=O)C1=NNC(C=C1C(F)(F)F)=O)N1C[C@H](N([C@H](C1)C)C)C |r| N-[4-fluoro-5-(2-morpholin-4-ylpyrimidin-5-yl)-2-[rac-(3R,5S)-3,4,5-trimethylpiperazin-1-yl]phenyl]-6-oxo-4-(trifluoromethyl)-1H-pyridazine-3-carboxamide